N(=C=O)CC=1SC(=CC1)CN=C=O 2,5-diisocyanatomethyl-thiophene